(1S,2S,3S,5R)-3-((3-methyl-5,6,7,8-tetrahydro-2,7-naphthyridin-1-yl)oxy)-5-(4-methyl-7H-pyrrolo[2,3-d]pyrimidin-7-yl)cyclopentane-1,2-diol CC=1N=C(C=2CNCCC2C1)O[C@@H]1[C@H]([C@H]([C@@H](C1)N1C=CC2=C1N=CN=C2C)O)O